4-(4-amino-6-(4-methacrylamido-phenyl)-7-methyl-7H-pyrrolo[2,3-d]pyrimidin-5-yl)-N-((1-methyl-1H-pyrazol-3-yl)methyl)benzamide NC=1C2=C(N=CN1)N(C(=C2C2=CC=C(C(=O)NCC1=NN(C=C1)C)C=C2)C2=CC=C(C=C2)NC(C(=C)C)=O)C